2-(4-fluorobenzyl)-8-(4-hydroxybenzyl)-1-oxo-N-phenethyloctahydro-3a,6-epiiminoisoindole-3-carboxamide FC1=CC=C(CN2C(C3CC4CCC3(C2C(=O)NCCC2=CC=CC=C2)N4CC4=CC=C(C=C4)O)=O)C=C1